CC(CCCCCCCCCCCCCCCCCCCC(=O)O)(C)C 21,21-dimethyldocosanoic acid